5-(cyclopropylmethoxy)-2-[(3R,5S)-3,5-dimethylpiperazin-1-yl]pyrimidine C1(CC1)COC=1C=NC(=NC1)N1C[C@H](N[C@H](C1)C)C